C(CCC)OC(CCC(I)OCCCC)I 1,4-dibutoxy-1,4-diiodobutane